(S,E)-N-(1-(6-bromo-5-fluoro-1-(3-fluorocyclobutyl)-1H-indol-3-yl)-2,2-difluoroethylidene)-2-methylpropane-2-sulfinamide BrC1=C(C=C2C(=CN(C2=C1)C1CC(C1)F)/C(/C(F)F)=N\[S@@](=O)C(C)(C)C)F